tert-butyl (4-((4-(dimethylamino)phenyl)amino)benzyl)carbamate CN(C1=CC=C(C=C1)NC1=CC=C(CNC(OC(C)(C)C)=O)C=C1)C